C(C)N1C(C2=C3C(C(=CC=C13)S(=O)(=O)NCC1N(CCC1)CC)=CC=C2)=O 1-ethyl-N-((1-ethylpyrrolidin-2-yl)methyl)-2-oxo-1,2-dihydrobenzo[cd]indole-6-sulfonamide